3'-(((4-(ethylcarbamoyl)pyridin-2,6-diyl)bis(1H-1,2,3-triazol-4,1-diyl))bis(4,1-phenylene))dipropionic acid C(C)NC(=O)C1=CC(=NC(=C1)C=1N=NN(C1)C1=CC=C(C=C1)CCC(=O)O)C=1N=NN(C1)C1=CC=C(C=C1)CCC(=O)O